CC1=CN=C(C(=N1)C(=O)OC)C1=NC=CC=N1 Methyl 6-methyl-3-(pyrimidin-2-yl)pyrazine-2-carboxylate